3,5-bis(trifluoromethyl)benzene FC(C=1C=CC=C(C1)C(F)(F)F)(F)F